C(#N)CCNS(=O)(=O)C1=CC=C(C(=O)O)C=C1 4-[N-(2-cyanoethyl)sulfamoyl]Benzoic acid